(p-toluenesulfonic acid) pyrrolidine-1,2-dicarboxylate N1(C(CCC1)C(=O)O)C(=O)O.CC1=CC=C(C=C1)S(=O)(=O)O